7-chloroisoindolin-1-one ClC=1C=CC=C2CNC(C12)=O